phenylpyridine-2,5-diamine C1(=CC=CC=C1)C=1C(=NC=C(C1)N)N